(3S)-ethyl 3-(2',6'-dimethylbiphenyl-3-yl)-3-(2-(5-((3-fluoroazetidin-1-yl)methyl)-2-oxopyridin-1(2H)-yl)-4-methylpentanamido)propanoate CC1=C(C(=CC=C1)C)C1=CC(=CC=C1)[C@H](CC(=O)OCC)NC(C(CC(C)C)N1C(C=CC(=C1)CN1CC(C1)F)=O)=O